(Z)-hex-3-en-1-yl 2-methylpropanoate (Hexenyl-3-Cis-Isobutyrate) C(=CCCCC)C(C(=O)O)(C)C.CC(C(=O)OCC\C=C/CC)C